C[Si](OC1(COC1)C#N)(C)C 3-((trimethylsilyl)oxy)oxetane-3-carbonitrile